butylene methanedisulfonate C1S(=O)(=O)OCCCCOS1(=O)=O